5-(5-butyl-2-methylsulfonylpyrimidin-4-yl)-1,3-dimethylpyridin-2-one C(CCC)C=1C(=NC(=NC1)S(=O)(=O)C)C=1C=C(C(N(C1)C)=O)C